BrC=1C=C(C(=NC1)N)C(F)F 5-bromo-3-(difluoromethyl)pyridin-2-amine